tert-butyl (1S,4S)-5-[4-[[3-fluoro-5-(4,4,5,5-tetramethyl-1,3,2-dioxaborolan-2-yl)-2-pyridyl]amino]pyrido[3,2-d]pyrimidin-6-yl]-2,5-diazabicyclo[2.2.1]heptane-2-carboxylate FC=1C(=NC=C(C1)B1OC(C(O1)(C)C)(C)C)NC=1C2=C(N=CN1)C=CC(=N2)N2[C@@H]1CN([C@H](C2)C1)C(=O)OC(C)(C)C